ClC=1C=C(C=C(C1)Cl)C1(CC(=NO1)N1CC2=C(C1)C(=C(S2)C(=O)NCC#C)C)C(F)(F)F 5-(5-(3,5-dichlorophenyl)-5-(trifluoromethyl)-4,5-dihydroisoxazol-3-yl)-3-methyl-N-(prop-2-yn-1-yl)-5,6-dihydro-4H-thieno[2,3-c]pyrrole-2-carboxamide